2-(3,5-di-tert-butyl-2-hydroxyphenyl)benzotriazole C(C)(C)(C)C=1C(=C(C=C(C1)C(C)(C)C)N1N=C2C(=N1)C=CC=C2)O